4,7-bis(4-dodecyl-thiophene-2-yl)-5,6-difluorobenzo[c][1,2,5]selenadiazole C(CCCCCCCCCCC)C=1C=C(SC1)C1=C(C(=C(C2=N[Se]N=C21)C=2SC=C(C2)CCCCCCCCCCCC)F)F